C1(=CC=CC=C1)N1C=CC=C2C=CC3=CC=CN(C3=C12)C1=CC=CC=C1 1,10-diphenyl-phenanthroline